tert-Butyl (2-(benzylthio)-9-((3aR,3bR,4aS,5R,5aS)-2,2-dimethyl-3b-((trityloxy)methyl)hexahydrocyclopropa[3,4]cyclopenta[1,2-d][1,3]dioxol-5-yl)-9H-purin-6-yl)carbamate C(C1=CC=CC=C1)SC1=NC(=C2N=CN(C2=N1)[C@@H]1[C@@H]2[C@]([C@@H]3[C@H]1OC(O3)(C)C)(C2)COC(C2=CC=CC=C2)(C2=CC=CC=C2)C2=CC=CC=C2)NC(OC(C)(C)C)=O